C(C1=CC=CC=C1)N1C(CN(CC1)C(=O)OC(C)(C)C)C(CC1=CC=CC=C1)=O tert-butyl 4-benzyl-3-(2-phenylacetyl)piperazine-1-carboxylate